CC1=NOC(=C1C=1C=C(OC=2C=CC(=C(C2)NC(CCOC)=O)C)C=C(C1)[N+](=O)[O-])C N-(5-(3-(3,5-dimethylisoxazol-4-yl)-5-nitrophenoxy)-2-methylphenyl)-3-methoxypropanamide